OC1=C(C=CC=C1C1=CC=CC=C1)C1=CC=CC=C1 2'-hydroxy-[1,1':3',1''-terphenyl]